3-benzyl-9-methyl-2-(morpholinomethyl)-4H,6H-thieno[2,3-e][1,2,4]triazolo[3,4-c][1,4]oxazepine C(C1=CC=CC=C1)C1=C(SC=2N3C(COCC21)=NN=C3C)CN3CCOCC3